N-(3,4-dihydroxy-5-(4-chlorophenyl)-2-furanyl)ethanesulfonamide OC1=C(OC(=C1O)C1=CC=C(C=C1)Cl)NS(=O)(=O)CC